5-(3-(4-(4-(2,6-Dioxopiperidin-3-yl)phenyl)-[1,4'-bipiperidin]-1'-yl)propyl)-2-((S)-1-(3-ethoxy-4-methoxyphenyl)-2-(methylsulfonyl)ethyl)isoindoline-1,3-dione O=C1NC(CCC1C1=CC=C(C=C1)C1CCN(CC1)C1CCN(CC1)CCCC=1C=C2C(N(C(C2=CC1)=O)[C@H](CS(=O)(=O)C)C1=CC(=C(C=C1)OC)OCC)=O)=O